CC1(C(C1C(=O)OC(C#N)C2=CC(=CC=C2)OC3=CC=CC=C3)/C=C(/C(F)(F)F)\\Cl)C The molecule is a carboxylic ester obtained by formal condensation between 3-(2-chloro-3,3,3-trifluoroprop-1-en-1-yl)-2,2-dimethylcyclopropanecarboxylic acid and cyano(3-phenoxyphenyl)methanol. It has a role as a pyrethroid ester insecticide, a pyrethroid ester acaricide and an agrochemical. It is an aromatic ether, a nitrile, an organochlorine compound, an organofluorine compound and a cyclopropanecarboxylate ester. It derives from a 3-(2-chloro-3,3,3-trifluoroprop-1-en-1-yl)-2,2-dimethylcyclopropanecarboxylic acid.